perfluoro-3-oxobutyl methyl ether COC(C(C(C(F)(F)F)=O)(F)F)(F)F